N[C@H]1[C@@H](C1)C1=CC=C(C=C1)NC(=O)C=1C=CC(=C(C1)NC(OCC1=CC=CC=C1)=O)N1CCCCC1 Benzyl N-[5-[[4-[trans-2-aminocyclopropyl]phenyl]carbamoyl]-2-(1-piperidyl)phenyl]carbamate